N[C@H](C(=O)NP(OC[C@H]1OC[C@H](O1)N1C(N=C(C=C1)N)=O)(O)=O)C ((2S,4S)-4-(4-amino-2-oxopyrimidin-1(2H)-yl)-1,3-dioxolan-2-yl)methyl hydrogen ((S)-2-aminopropanoyl)phosphoramidate